2-chloro-N-(5-methyl-1,3,4-oxadiazol-2-yl)-3-[((S)-methylsulfinyl)]-4-(trifluoromethyl)benzamide ClC1=C(C(=O)NC=2OC(=NN2)C)C=CC(=C1[S@@](=O)C)C(F)(F)F